O=C1NC(CCC1N1C(N(C2=C1C=CC(=C2C2CCN(CC2)C(=O)OC(C)(C)C)F)C)=O)=O tert-butyl 4-[1-(2,6-dioxo-3-piperidyl)-5-fluoro-3-methyl-2-oxo-benzimidazol-4-yl]piperidine-1-carboxylate